methyl 2-(3-bromopyrazolo[1,5-a]pyridin-5-yl)thiazole-5-carboxylate BrC=1C=NN2C1C=C(C=C2)C=2SC(=CN2)C(=O)OC